[N+](=O)([O-])[O-].[K+].[Na+].[N+](=O)([O-])[O-] sodium-potassium nitrate salt